N-[4-(5-bromothiazol-2-yl)-3-(tert-butylsulfamoyl)phenyl]acetamide BrC1=CN=C(S1)C1=C(C=C(C=C1)NC(C)=O)S(NC(C)(C)C)(=O)=O